2-[2-[(E)-3-(4-Hexylphenyl)prop-2-enoyl]-5-(3-methylbut-2-enoxy)phenoxy]acetic acid C(CCCCC)C1=CC=C(C=C1)/C=C/C(=O)C1=C(OCC(=O)O)C=C(C=C1)OCC=C(C)C